2,2-difluoro-2-phenylethane-1-amine FC(CN)(C1=CC=CC=C1)F